NCC(=O)[O-] Glycinat